C(C)N1N=CC(=C1)NC=1N=C(C2=C(N1)NC=C2)O[C@@H]2CN(CC[C@@H]2F)C(C=C)=O 1-((3R,4S)-3-((2-((1-Ethyl-1H-pyrazol-4-yl)amino)-7H-pyrrolo[2,3-d]pyrimidin-4-yl)oxy)-4-fluoropiperidin-1-yl)prop-2-en-1-on